4-(3-methyl-1H-indol-5-yl)-5,6-dihydropyridine-1(2H)-carboxylic acid tert-butyl ester C(C)(C)(C)OC(=O)N1CC=C(CC1)C=1C=C2C(=CNC2=CC1)C